N-(4-(ethylsulfonyl)benzyl)-1-isopropyl-2-(4-(trifluoromethyl)benzyl)-1H-benzo[d]imidazole-5-carboxamide C(C)S(=O)(=O)C1=CC=C(CNC(=O)C2=CC3=C(N(C(=N3)CC3=CC=C(C=C3)C(F)(F)F)C(C)C)C=C2)C=C1